2'-[6-amino-5-(trifluoromethyl)pyridin-3-yl]-N-[2-(pyridin-4-yl)propan-2-yl]-5',6'-dihydrospiro[azetidine-3,4'-pyrrolo[1,2-b]pyrazole]-1-carboxamide NC1=C(C=C(C=N1)C=1C=C2N(N1)CCC21CN(C1)C(=O)NC(C)(C)C1=CC=NC=C1)C(F)(F)F